[N+](=O)([O-])C1=C(C(=CC(=C1)[N+](=O)[O-])[N+](=O)[O-])OC 2,4,6-trinitroanisole